phenyl (isopropoxy-L-alaninyl) phosphorochloridate P(OC1=CC=CC=C1)(OC([C@@H](NOC(C)C)C)=O)(=O)Cl